FC(C(=O)OCC)(F)F 1-Ethyl Trifluoroacetate